hexahydro-2H-[1,4]dioxino[2,3-c]pyrrole O1CCOC2C1CNC2